Methyl ((2-(((1-cyclohexylpropan-2-yl)amino)methyl)benzyl)sulfonyl)-L-alaninate C1(CCCCC1)CC(C)NCC1=C(CS(=O)(=O)N[C@@H](C)C(=O)OC)C=CC=C1